6-Chloro-1-methyl-8-(2,3,4-trimethoxy-phenyl)-9H-pyrido[3,4-b]indole ClC=1C=C2C3=C(NC2=C(C1)C1=C(C(=C(C=C1)OC)OC)OC)C(=NC=C3)C